benzyl ((7-(4-methylthiazol-2-yl)-3-(3-(quinolin-5-yl)-1-(tetrahydro-2H-pyran-2-yl)-1H-pyrazolo[3,4-b]pyrazin-6-yl)-3-azabicyclo[4.1.0]heptan-7-yl)methyl)carbamate CC=1N=C(SC1)C1(C2CCN(CC12)C1=CN=C2C(=N1)N(N=C2C2=C1C=CC=NC1=CC=C2)C2OCCCC2)CNC(OCC2=CC=CC=C2)=O